tribromobenzene Ethyl-2-(2-ethoxy-1-hydroxy-2-oxoethyl)-5-oxo-4-(3,4,5-trimethoxyphenyl)-2,5-dihydrofuran-2-carboxylate C(C)OC(=O)C1(OC(C(=C1)C1=CC(=C(C(=C1)OC)OC)OC)=O)C(C(=O)OCC)O.BrC=1C(=C(C=CC1)Br)Br